C(#N)C1=CC=NC2=C3N=CC=CC3=CC=C12 4-cyano-1,10-phenanthroline